C(C1=CC=CC=C1)C1(CN(CC1)S(=O)(=O)C=1C=NN(C1)CCC)C=1C=C2C=NN(C2=CC1Cl)C1=CC=C(C=C1)F 5-(3-benzyl-1-((1-propyl-1H-pyrazol-4-yl)sulfonyl)pyrrolidin-3-yl)-6-chloro-1-(4-fluorophenyl)-1H-indazole